N1CCC2(CC1)CC1=CC=CC=C1C2 spiro[indan-2,4'-piperidine]